2,6-bis(1H-2-imidazolyl)pyridine N1C(=NC=C1)C1=NC(=CC=C1)C=1NC=CN1